6-bromo-N-(tetrahydro-2H-pyran-4-yl)-5-(2,2,2-trifluoroethoxy)-[1,2,4]triazolo[1,5-a]pyrazin-2-amine BrC=1N=CC=2N(C1OCC(F)(F)F)N=C(N2)NC2CCOCC2